C1(=CC=CC=C1)C(N1CCN(CC1)C(=O)C=1C=NC=CC1)C=1C=NC=CC1 1-[phenyl(pyridin-3-yl)methyl]-4-(pyridine-3-carbonyl)piperazine